(R)-1-((1R,2R)-2-(1H-benzo[d]imidazol-2-yl)cyclopropane-1-carbonyl)-N-(4-(trifluoromethyl)phenyl)pyrrolidine-2-carboxamide N1C(=NC2=C1C=CC=C2)[C@H]2[C@@H](C2)C(=O)N2[C@H](CCC2)C(=O)NC2=CC=C(C=C2)C(F)(F)F